racemic-tert-butyl-methyl-phosphonic acid C(C)(C)(C)CP(O)(O)=O